COC(\C=C\C(NC1CCNCC1)=O)=O.C(N)(=O)C=1C=C(C=CC1)NC(C1=C(C=C(C=C1)C(F)(F)F)OC1=C(C=C(C=C1)F)Cl)=O N-(3-carbamoylphenyl)-2-(2-chloro-4-fluorophenoxy)-4-(trifluoromethyl)benzamide methyl-(E)-4-oxo-4-(4-piperidylamino)but-2-enoate